N,N-bis(3-(triethoxysilyl)propyl)propan-1-amine C(C)O[Si](CCCN(CCC)CCC[Si](OCC)(OCC)OCC)(OCC)OCC